N-(4-(3-(4-(8-chloro-5,6-dihydro-11H-benzo[5,6]cyclohepta[1,2-b]pyridin-11-ylidene)piperidin-1-yl)-2-hydroxypropoxy)phenyl)acetamide ClC=1C=CC2=C(CCC=3C(=NC=CC3)C2=C2CCN(CC2)CC(COC2=CC=C(C=C2)NC(C)=O)O)C1